ClC1=C(C=CC(=C1F)F)C=C(C(=O)C12C3C4C5(C(C14)C2C53)C(=O)OC)C(=O)OC (1r,2R,3r,8S)-methyl 4-(3-(2-chloro-3,4-difluorophenyl)-2-(methoxycarbonyl)acryloyl)cubane-1-carboxylate